C(CCC)SC1=C(C=C(C(=C1)OC)\C=C\[N+](=O)[O-])OC (E)-butyl(2,5-dimethoxy-4-(2-nitrovinyl)phenyl)sulfane